C1(=CC=C(C=C1)C#CCO)C1=CC=CC=C1 3-([1,1'-biphenyl]-4-yl)prop-2-yn-1-ol